C1(CC1)C1=NN(C=C1C1=NC(=CC=C1)C)C1CC2(CC(C2)CC#N)C1 2-(6-(3-cyclopropyl-4-(6-methylpyridin-2-yl)-1H-pyrazol-1-yl)spiro[3.3]heptan-2-yl)acetonitrile